C(=CCCCC)CCO[SiH](C)C 2-hexenyldimethylethoxysilane